(4-(2-(2,6-dimethylpyridin-4-yl)-3-isopropyl-1H-indol-5-yl)piperidin-1-yl)(thiazol-4-yl)methanone CC1=NC(=CC(=C1)C=1NC2=CC=C(C=C2C1C(C)C)C1CCN(CC1)C(=O)C=1N=CSC1)C